copper (ii) triflate [O-]S(=O)(=O)C(F)(F)F.[Cu+2].[O-]S(=O)(=O)C(F)(F)F